C(C)(C)(C)OC(=O)N1CCC(CC1)C=1C=C2C(N(C(C2=CC1)=O)C1C(NC(CC1)=O)=O)=O 4-[2-(2,6-dioxopiperidin-3-yl)-1,3-dioxoisoindol-5-yl]piperidine-1-carboxylic acid tert-butyl ester